BrC=1C=C(C(=NC1)[N+](=O)[O-])NCC(C(=O)O)NC(=O)OC(C)(C)C 3-((5-bromo-2-nitropyridin-3-yl)amino)-2-((tert-butoxycarbonyl)amino)propanoic acid